1-((2-(2,2-difluoroethoxy)ethyl)sulfonyl)azetidin FC(COCCS(=O)(=O)N1CCC1)F